2-((4-fluorophenoxy)methyl)-5-(1H-tetrazol-5-yl)pyridine FC1=CC=C(OCC2=NC=C(C=C2)C2=NN=NN2)C=C1